ClC1=NC=CC(=C1Cl)N1CCN(CC1)CC=1C=C2C(N(C(C2=CC1)=O)N1C(NC(CC1)=O)=O)=O 5-((4-(2,3-dichloropyridin-4-yl)piperazin-1-yl)methyl)-2-(2,4-dioxotetrahydropyrimidin-1(2H)-yl)isoindoline-1,3-dione